C1(CC1)C=1C(NC=2C=C(C=NC2C1)CN1CCN(CC1)C1=C(C=C(C(=O)N[C@H]2COCC2)C=C1)F)=O (R)-4-(4-((7-cyclopropyl-6-oxo-5,6-dihydro-1,5-naphthyridin-3-yl)methyl)piperazin-1-yl)-3-fluoro-N-(tetrahydrofuran-3-yl)benzamide